COC1=CC=C(C=C1)C=CC1=NC(=NC(=N1)C(Cl)(Cl)Cl)C(Cl)(Cl)Cl 2-(2-(p-methoxyphenyl)ethenyl)-4,6-bis(trichloromethyl)-s-triazine